ClCl chloro(chlorine)